3-(4-chlorophenyl)pyrrolidine ClC1=CC=C(C=C1)C1CNCC1